N-((cis)-3-(3-chlorophenyl)cyclobutyl)-1-((2-(methylthio)pyrimidin-5-yl)methyl)-1H-pyrazole-4-carboxamide ClC=1C=C(C=CC1)[C@H]1C[C@H](C1)NC(=O)C=1C=NN(C1)CC=1C=NC(=NC1)SC